N1(CCCC1)S(=O)(=O)N1CCCCC1 1-(pyrrolidin-1-ylsulfonyl)piperidin